4-(1-([1,1'-biphenyl]-4-yl)-2-oxo-1,2-dihydro-3H-imidazo[4,5-b]pyridin-3-yl)-4-methylpiperidine-1-carboxylic acid tert-butyl ester C(C)(C)(C)OC(=O)N1CCC(CC1)(C)N1C(N(C=2C1=NC=CC2)C2=CC=C(C=C2)C2=CC=CC=C2)=O